5-{6-Azaspiro[2.5]oct-6-yl}-N-[6-(4,4-difluoropiperidin-1-yl)-5-fluoropyridin-2-yl]-7-(2-hydroxyethanesulfonyl)-2,3-dihydro-1H-indene-4-carboxamide C1CC12CCN(CC2)C2=C(C=1CCCC1C(=C2)S(=O)(=O)CCO)C(=O)NC2=NC(=C(C=C2)F)N2CCC(CC2)(F)F